2-(5-((R or S)-1-(((R)-((R)-8-cyano-1,2,3,4-tetrahydroquinoxalin-2-yl)(phenyl)methyl)amino)propan-2-yl)-2-fluorophenyl)acetic acid C(#N)C=1C=CC=C2NC[C@@H](NC12)[C@@H](C1=CC=CC=C1)NC[C@H](C)C=1C=CC(=C(C1)CC(=O)O)F |o1:21|